CC(CC(=O)OC(C)C)CCCC(CCCC(C)C)C Isopropyl 3,7,11-trimethyldodecanoate